(Z)-11-hexadecene acetate C(C)(=O)O.CCCCCCCCCC\C=C/CCCC